5-(3,6-diazabicyclo[3.1.1]heptan-6-yl)-2-(2,6-dioxopiperidin-3-yl)isoindoline-1,3-dione C12CNCC(N1C=1C=C3C(N(C(C3=CC1)=O)C1C(NC(CC1)=O)=O)=O)C2